pivalamide C(C(C)(C)C)(=O)N